(2S)-4-[3,5-difluoro-4-(trifluoromethyl)phenyl]-2-(9H-fluoren-9-ylmethoxycarbonylamino)butanoic acid FC=1C=C(C=C(C1C(F)(F)F)F)CC[C@@H](C(=O)O)NC(=O)OCC1C2=CC=CC=C2C=2C=CC=CC12